S1C=CC2=C1SC=C2 thieno[3,2-d]thiophene